CC(COP(OCC(CC(C)(C)C)C)=O)CC(C)(C)C bis(2,4,4-trimethylpentyl)phosphonic acid